N-(7-chloro-6-(trans-4-(3-fluoroazetidin-1-yl)cyclohexyl)isoquinolin-3-yl)-2-ethyl-3-(1-methyl-1H-pyrazol-4-yl)cyclopropane-1-carboxamide ClC1=C(C=C2C=C(N=CC2=C1)NC(=O)C1C(C1C=1C=NN(C1)C)CC)[C@@H]1CC[C@H](CC1)N1CC(C1)F